6-(2,2-difluorocyclopropyl)-3,4-dihydro-2H-pyrido[3,2-b][1,4]oxazine FC1(C(C1)C=1C=CC=2OCCNC2N1)F